tert-butyl (S)-3-fluoropyrrolidine-1-carboxylate F[C@@H]1CN(CC1)C(=O)OC(C)(C)C